2'-chloro-N-(6-(4-cyanophenyl)thiazolo[4,5-b]pyrazin-2-yl)-5'-methoxy-6-methyl-[4,4'-bipyridine]-3-carboxamide ClC1=NC=C(C(=C1)C1=C(C=NC(=C1)C)C(=O)NC=1SC=2C(=NC=C(N2)C2=CC=C(C=C2)C#N)N1)OC